1-[bis(dimethyl-amino)methylene]-1H-benzotriazolium hexafluorophosphate F[P-](F)(F)(F)(F)F.CN(C)C(=[N+]1N=NC2=C1C=CC=C2)N(C)C